3-(3-bromo-2,6-difluorophenyl)-5-methyl-2,7-dihydro-1H-2a,4,6,7,9,9a-hexaazadicyclopenta[cd,f]azulene BrC=1C(=C(C(=CC1)F)C1=NC2=C(N=C3N(C4=C2N1CC4)N=CN3)C)F